NC1=C(C=C(C=C1)N1CCN(CC1)C1CCN(CC1)C)NC(OC(C)(C)C)=O tert-butyl (2-amino-5-(4-(1-methylpiperidin-4-yl)piperazin-1-yl)phenyl)carbamate